((4aS,8aS)-5,5,8a-trimethyl-2-oxodecahydronaphthalen-1-yl)methyl formate C(=O)OCC1C(CC[C@H]2C(CCC[C@]12C)(C)C)=O